C(#N)C1CC(C1)C1=CC(=NC(=N1)C(C)(F)F)N1CC2(C=3C=NC(=CC31)NC(C)=O)CC2 N-(1'-(6-(3-cyanocyclobutyl)-2-(1,1-difluoroethyl)pyrimidin-4-yl)-1',2'-dihydrospiro[cyclopropane-1,3'-pyrrolo[3,2-c]pyridin]-6'-yl)acetamide